2-amino-N-(2,2-difluorobenzo[d][1,3]dioxol-4-yl)-4-methylnicotinamide NC1=C(C(=O)NC2=CC=CC=3OC(OC32)(F)F)C(=CC=N1)C